(R)-N-(2-(3-hydroxypyrrolidin-1-yl)-5-(trifluoromethyl)-phenyl)-5-(pyridin-4-yl)furan-2-carboxamide O[C@H]1CN(CC1)C1=C(C=C(C=C1)C(F)(F)F)NC(=O)C=1OC(=CC1)C1=CC=NC=C1